FC(C1=CC=C(C=C1)NC=1OC2=C(N1)C=CC(=C2)C(=O)OCC)(F)F Ethyl 2-((4-(trifluoromethyl)phenyl)amino)benzo[d]oxazole-6-carboxylate